O1CCC(CC1)N1C(=NC2=C1C=CC(=C2)C(=O)O)NC=2SC1=C(N2)C=CC(=C1)OC(F)(F)F (tetrahydro-2H-pyran-4-yl)-2-((6-(trifluoromethoxy)benzo[d]thiazol-2-yl)amino)-1H-benzo[d]imidazole-5-carboxylic acid